(2R,4S)-1-[(2R)-2-(4-cyclopropyltriazol-1-yl)-3,3-dimethyl-butanoyl]-4-hydroxy-N-(2-methyl-3,3a,4,5,6,6a-hexahydro-1H-cyclopenta[c]pyrrol-4-yl)pyrrolidine-2-carboxamide C1(CC1)C=1N=NN(C1)[C@@H](C(=O)N1[C@H](C[C@@H](C1)O)C(=O)NC1CCC2CN(CC21)C)C(C)(C)C